C(C)OC[C@H]1NCC2=CC=CC=C2C1 (3S)-3-(ethoxymethyl)-1,2,3,4-tetrahydroisoquinoline